NC1=C(C(=NC=N1)N1N=CC(=C1)C(=O)C1=CC=CC=C1)C1=CC=C(C=C1)Cl {1-[6-Amino-5-(p-chlorophenyl)-4-pyrimidinyl]-1H-pyrazol-4-yl}phenylmethanone